3-[7-([4-[1-methyl-4-(trifluoromethyl)imidazol-2-yl]phenyl]methyl)-5H-pyrrolo[3,2-d]pyrimidin-2-yl]-2-(2,2,2-trifluoroethoxy)pyridine CN1C(=NC(=C1)C(F)(F)F)C1=CC=C(C=C1)CC1=CNC2=C1N=C(N=C2)C=2C(=NC=CC2)OCC(F)(F)F